NOCCCN 1-aminooxy-3-aminopropane